CC/C=C\\C/C=C\\C/C=C\\C/C=C\\CCCCC(=O)CC(=O)SCCNC(=O)CCNC(=O)[C@@H](C(C)(C)COP(=O)(O)OP(=O)(O)OC[C@@H]1[C@H]([C@H]([C@@H](O1)N2C=NC3=C(N=CN=C32)N)O)OP(=O)(O)O)O The molecule is an unsaturated fatty acyl-CoA that results from the formal condensation of the thiol group of coenzyme A with the carboxy group of (8Z,11Z,14Z,17Z)-3-oxoicosatetraenoic acid. It is a 3-oxo-fatty acyl-CoA, a long-chain fatty acyl-CoA and an unsaturated fatty acyl-CoA. It is a conjugate acid of an (8Z,11Z,14Z,17Z)-3-oxoicosatetraenoyl-CoA(4-).